O=C(O)[C@@H](N)CC1=CC=C(O)C(O)=C1 Z-L-Dopa